(S)-4-ethyl-4,9-dihydroxy-10-((4-methylpiperazin-1-yl)methyl)-1,12-dihydro-14H-pyrano[3',4':6,7]-indolizino[1,2-b]quinoline-3,14(4H)-dione C(C)[C@]1(C(OCC=2C(N3CC=4C(=NC=5C=CC(=C(C5C4)CN4CCN(CC4)C)O)C3=CC21)=O)=O)O